2,2,6,6-tetramethylpiperazine CC1(NC(CNC1)(C)C)C